2-(4-fluorophenyl)-5-methoxy-1,9-dihydrobenzopyrano[2,3-d]Imidazole FC1=CC=C(C=C1)C=1NC2=C(N1)OC1=C(C2)C=CC=C1OC